BrC=1C=C2C(=NC1)N(C=C2)C2C(NC(CC2)=O)=O 3-(5-bromopyrrolo[2,3-b]pyridin-1-yl)piperidine-2,6-dione